FC(C=1C(=C(C=CC1)[C@@H](C)NC=1C2=C(N=C(N1)C)C=NC(=C2)[C@H]2CN(CCC2)C(=O)[O-])F)F (R)-3-(4-(((R)-1-(3-(difluoromethyl)-2-fluorophenyl)ethyl)amino)-2-methylpyrido[3,4-d]pyrimidin-6-yl)piperidine-1-carboxylate